CC1(CC1)NC(O[C@H]1C[C@H](CC1)C=1NN=C(C1)NC(CCC1=C(C(=CC=C1)OCC1=CC=C(C=C1)OC)C1OCCO1)=O)=O (1R,3S)-3-(5-{3-[2-(1,3-dioxolan-2-yl)-3-[(4-methoxyphenyl)methoxy]phenyl] propanamido}-2H-pyrazol-3-yl)cyclopentyl N-(1-methylcyclopropyl)carbamate